(2S)-2-((2-((5-methoxy-7,7-dimethyl-5,7-dihydrofuro[3,4-b]pyridin-2-yl)amino)-5-(1,3,4-oxadiazol-2-yl)pyrimidin-4-yl)amino)-2-phenylethan-1-ol COC1OC(C2=NC(=CC=C21)NC2=NC=C(C(=N2)N[C@H](CO)C2=CC=CC=C2)C=2OC=NN2)(C)C